2-(3,5-difluorophenyl)-4-(3,5-difluorophenyl)imidazole FC=1C=C(C=C(C1)F)C=1NC=C(N1)C1=CC(=CC(=C1)F)F